Ethyl-2-oxo-N-phenyl-1,2-dihydrobenzo[cd]indole-6-sulfonamide C(C)N1C(C2=C3C(C(=CC=C13)S(=O)(=O)NC1=CC=CC=C1)=CC=C2)=O